O/C(/C=C/C(=O)[O-])=C\C(=O)[O-] 4-hydroxymuconate